C(C1=CC=CC=C1)OC(=O)N[C@H](C(=O)N[C@H](C(=O)OC)CC1=C(C=CC=C1)OC)CC1=CC=CC=C1 Methyl (S)-2-((S)-2-(((benzyloxy)carbonyl)amino)-3-phenylpropanamido)-3-(2-methoxyphenyl)propanoate